[In].[Sn]=O.[In] indium-tin oxide indium